C1(=CC=CC=C1)CN1C2=CC=CC(=C2C=2C(=CC=CC12)C(C(=O)O)O)C(N)=O {9-[(phenyl)methyl]-5-carbamoyl-carbazol-4-yl}glycolic acid